Cl.BrC=1C=C(C=CC1)NN 3-Bromophenylhydrazine hydrochloride